COC1=CC=C(C(=O)NC2=CC(=NO2)C2=CC=CC=C2)C=C1 4-methoxy-N-(3-phenylisoxazol-5-yl)benzamide